2-(1-(2,2,2-trifluoroethyl)piperidin-4-yl)benzo[d][1,3]dioxol-5-Carboxamide FC(CN1CCC(CC1)C1OC2=C(O1)C=CC(=C2)C(=O)N)(F)F